1,3,4-triphenyl-6-(trifluoromethyl)pyridin-2(1H)-one C1(=CC=CC=C1)N1C(C(=C(C=C1C(F)(F)F)C1=CC=CC=C1)C1=CC=CC=C1)=O